N-((1S)-1-(5-((4,5-dichloro-2,3-dihydro-1H-inden-2-yl)amino)pyridin-2-yl)-2,2,2-trifluoroethyl)-N-methyltetrahydro-2H-thiopyran-4-carboxamide 1,1-dioxide ClC1=C2CC(CC2=CC=C1Cl)NC=1C=CC(=NC1)[C@@H](C(F)(F)F)N(C(=O)C1CCS(CC1)(=O)=O)C